2-(3-aminopropanamido)-N-(4-methyl-5-nitrothiazol-2-yl)benzamide NCCC(=O)NC1=C(C(=O)NC=2SC(=C(N2)C)[N+](=O)[O-])C=CC=C1